(S)-2-(4-(6-((2-cyanooxazol-5-yl)methoxy)pyridin-2-yl)-2,5-difluorobenzyl)-1-(oxetan-2-ylmethyl)-1H-benzo[d]imidazole-6-carboxylic acid C(#N)C=1OC(=CN1)COC1=CC=CC(=N1)C1=CC(=C(CC2=NC3=C(N2C[C@H]2OCC2)C=C(C=C3)C(=O)O)C=C1F)F